(3aR,5r,6aS)-hexahydrocyclopenta[c]pyrrole tert-Butyl-(5R)-3,3-difluoro-5-(6-methyl-1,1-dioxo-1λ6,2,6-thiadiazinan-2-yl)piperidine-1-carboxylate C(C)(C)(C)OC(=O)N1CC(C[C@H](C1)N1S(N(CCC1)C)(=O)=O)(F)F.C1NC[C@H]2C1=CCC2